FC=1C=C2C(=NNC2=CC1OCCOC)C1=CC(=NO1)C1=CC=C(C(=O)O)C=C1 4-{5-[5-Fluoro-6-(2-methoxyethoxy)-1H-indazol-3-yl]-1,2-oxazol-3-yl}benzoic acid